2-(TERT-BUTYLSULFANYL)ACETALDEHYDE C(C)(C)(C)SCC=O